benzophenone chloroacetate ClCC(=O)O.C(C1=CC=CC=C1)(=O)C1=CC=CC=C1